Oleyl Aspartate N[C@@H](CC(=O)[O-])C(=O)OCCCCCCCC\C=C/CCCCCCCC